COC1CCC(CC1)C(=O)NC(=O)NC1=CC(=C(C=C1)OC1=NC=C(C=C1)C)C 1-(4-methoxycyclohexanecarbonyl)-3-{3-methyl-4-[(5-methylpyridin-2-yl)oxy]phenyl}urea